COC1=CC=C(C=C1)C=1N=C(OC1)N1CCC(CC1)C(=O)OC(C)(C)C Tert-butyl 1-(4-(4-methoxyphenyl)oxazol-2-yl)piperidine-4-carboxylate